BrC=1C=C2C(N(C=NC2=CC1)C([2H])([2H])[2H])=O 6-bromo-3-(methyl-d3)quinazolin-4(3H)-one